(E)-2-(4-phenoxyphenyl)-8-(1-(4,4,4-trifluorobut-2-enoyl)piperidin-4-yl)-5,6,7,8-tetrahydroimidazo[1,2-b]pyridazine-3-carboxamide O(C1=CC=CC=C1)C1=CC=C(C=C1)C=1N=C2N(NCCC2C2CCN(CC2)C(\C=C\C(F)(F)F)=O)C1C(=O)N